(S)-6-((4-((2-hydroxy-1-phenylethyl)amino)-5-(1,3,4-oxadiazol-2-yl)pyridin-2-yl)amino)-1-isopropyl-2-(methoxymethyl)-1,2-dihydro-3H-pyrazolo[3,4-b]pyridin-3-one OC[C@H](C1=CC=CC=C1)NC1=CC(=NC=C1C=1OC=NN1)NC1=CC=C2C(=N1)N(N(C2=O)COC)C(C)C